trans-4-(pyrazin-2-ylmethyl)cyclohexanecarboxylic acid N1=C(C=NC=C1)C[C@@H]1CC[C@H](CC1)C(=O)O